2-[4-(4,4,5,5-tetramethyl-1,3,2-dioxaborolan-2-yl)-1H-pyrazol-1-yl]ethanol octadecyl-3-(3,5-di-tert-butyl-4-hydroxyphenyl)propanoate C(CCCCCCCCCCCCCCCCC)C(C(=O)OCCN1N=CC(=C1)B1OC(C(O1)(C)C)(C)C)CC1=CC(=C(C(=C1)C(C)(C)C)O)C(C)(C)C